FC1=C(C=CC(=C1)F)C1=NC=CC(=C1)F 2-(2,4-difluorophenyl)-4-fluoropyridine